5-chloro-4-(2-((1,1-difluoropropan-2-yl)amino)ethyl)-1-(2,4,5-trifluorobenzyl)-1H-pyrazole-3-carboxylic acid ClC1=C(C(=NN1CC1=C(C=C(C(=C1)F)F)F)C(=O)O)CCNC(C(F)F)C